propyl octanesulfonate C(CCCCCCC)S(=O)(=O)OCCC